C(CCCCCCC\C=C/CCCCCC)(=O)OCCCCCCCCCCCCCCCCCCCC(=O)O 20-palmitoleoyloxy-eicosanoic acid